FC(C1=CC=C(O1)C(=O)N1CC2N(C(C3=C(NC2=O)C=CC(=C3)C3=CC(=CC=C3)C(F)(F)F)=O)CC1)(F)F 2-(5-(trifluoromethyl)furan-2-carbonyl)-8-(3-(trifluoromethyl)phenyl)-1,3,4,12a-tetrahydrobenzo[e]pyrazino[1,2-a][1,4]diazepine-6,12(2H,11H)-dione